The molecule is a linear amino pentasaccharide comprising three N-acetyl-beta-D-glucosamine residues, connected via beta-D-galactose residues in (1->3), (1->4), (1->3) and (1->3) linkages respectively. It has a role as an epitope. It is an amino pentasaccharide and a glucosamine oligosaccharide. CC(=O)N[C@@H]1[C@H]([C@@H]([C@H](O[C@H]1O)CO)O[C@H]2[C@@H]([C@H]([C@H]([C@H](O2)CO)O)O[C@H]3[C@@H]([C@H]([C@@H]([C@H](O3)CO)O[C@H]4[C@@H]([C@H]([C@H]([C@H](O4)CO)O)O[C@H]5[C@@H]([C@H]([C@@H]([C@H](O5)CO)O)O)NC(=O)C)O)O)NC(=O)C)O)O